7-Bromo-4-chloro-1-[(4-chlorophenyl)methyl]pyrido[3,2-d]pyrimidin-2-one BrC1=CC=2N(C(N=C(C2N=C1)Cl)=O)CC1=CC=C(C=C1)Cl